(2R,3R,4R,5S)-hexane-1,2,3,4,5,6-hexaylhexakis(6-guanidinohexanoate) C(C([C@H]([C@@H]([C@H](CC(C(=O)[O-])CCCCNC(=N)N)C(C(=O)[O-])CCCCNC(=N)N)C(C(=O)[O-])CCCCNC(=N)N)C(C(=O)[O-])CCCCNC(=N)N)C(C(=O)[O-])CCCCNC(=N)N)[C@H](C(=O)[O-])CCCCNC(=N)N